F[Sb-](F)(F)(F)(F)F.F[Sb-](F)(F)(F)(F)F.C1(=CC=CC=C1)[S+](C1=CC=C(C=C1)SC1=CC=C(C=C1)[S+](C1=CC=CC=C1)C1=CC=CC=C1)C1=CC=CC=C1 bis[4-(diphenylsulfonio)phenyl]sulfide bis(hexafluoroantimonate)